C(CCCCCCC)C1=CC=C(C=C1)NC1=CC=C(C=C1)CCCCCCCC Di(4-octylphenyl)amine